6-Bromo-5-fluoro-2-pyridinecarboxylic acid BrC1=C(C=CC(=N1)C(=O)O)F